tert-butyl (4S,5aS,6S,9R)-2-chloro-12-(ethylthio)-1-fluoro-4-methyl-4,5,5a,6,7,8,9,10-octahydro-3,10a,11,13,14-pentaaza-6,9-methanonaphtho[1,8-ab]heptalene-14-carboxylate ClC=1C(=C2N=C(N=C3C2=C([C@H](C[C@H]2[C@@H]4CC[C@H](CN32)N4C(=O)OC(C)(C)C)C)N1)SCC)F